C(=O)C=1C(=CC(=C(OC=2C=C(C(=O)N(C)C)C=CC2)C1)[N+](=O)[O-])O 3-(5-Formyl-4-hydroxy-2-nitrophenoxy)-N,N-dimethylbenzamide